3-methoxybutyl thioglycolate C(CS)(=O)OCCC(C)OC